2,7-dinitrocarbazole [N+](=O)([O-])C1=CC=2NC3=CC(=CC=C3C2C=C1)[N+](=O)[O-]